5-[4-(2,5-dichloro-benzenesulfonyl)-piperazin-1-yl]-4-methyl-benzofuran-2-carboxylic acid ClC1=C(C=C(C=C1)Cl)S(=O)(=O)N1CCN(CC1)C=1C=CC2=C(C=C(O2)C(=O)O)C1C